1-(4-((6-((1S,4S)-5-acryloyl-2,5-diazabicyclo[2.2.1]heptan-2-yl)pyrido[3,2-d]pyrimidin-4-yl)amino)-2-chlorophenyl)cyclopropane-1-carbonitrile C(C=C)(=O)N1[C@@H]2CN([C@H](C1)C2)C=2C=CC=1N=CN=C(C1N2)NC2=CC(=C(C=C2)C2(CC2)C#N)Cl